N1=CN=CC(=C1)C1=CC=C(C(=O)N)C=C1 4-pyrimidin-5-ylbenzamide